1-{4-[6-bromo-1-(5-{[(tert-butyldimethylsilyl)oxy]methyl}-1,3,4-thiadiazol-2-yl)-1,2,3-benzotriazol-4-yl]piperazin-1-yl}-2-methylpropan-1-one BrC=1C=C(C2=C(N(N=N2)C=2SC(=NN2)CO[Si](C)(C)C(C)(C)C)C1)N1CCN(CC1)C(C(C)C)=O